6-(2-amino-5-(2,3-difluoro-4-(piperidin-4-yloxy)phenyl)-6-fluoropyridin-3-yl)-3,4-dihydroisoquinolin-1(2H)-one NC1=NC(=C(C=C1C=1C=C2CCNC(C2=CC1)=O)C1=C(C(=C(C=C1)OC1CCNCC1)F)F)F